O=S1(N(CC(N1)=O)C=1C(=C(C=CC1O)C1=C(C=C(C=C1)NS(=O)(=O)C1CC1)F)F)=O N-(3'-(1,1-dioxido-4-oxo-1,2,5-thiadiazolidin-2-yl)-2,2'-difluoro-4'-hydroxy-[1,1'-biphenyl]-4-yl)cyclopropanesulfonamide